C(#N)\C(=C/C1=C(N(C(=C1)C)C=1SC(=CC1CNC(C)=O)C)C)\C1=NC2=C(C=NC(=C2)OC)N1 (E)-N-((2-(3-(2-cyano-2-(6-methoxy-3H-imidazo[4,5-c]pyridin-2-yl)vinyl)-2,5-dimethyl-1H-pyrrole-1-yl)-5-methylthiophen-3-yl)methyl)acetamide